COCC1(CC=C(C=C1)C1=CC=CC=C1)COC 4,4-bis(methoxymethyl)biphenyl